2-(3,4-dimethoxyphenyl)-N,3-diethyl-N-(1'-methyl-1,4'-bipiperidin-4-yl)-1H-indol-5-amine COC=1C=C(C=CC1OC)C=1NC2=CC=C(C=C2C1CC)N(C1CCN(CC1)C1CCN(CC1)C)CC